ClC1=C(C2=C(N(N=N2)C)C(=C1)C1CC1)C#CC1=NN(C(=C1C(=O)N)NC)[C@@H]1CN([C@H](C1)COC)C(C=C)=O 3-[2-(5-chloro-7-cyclopropyl-1-methyl-1,2,3-benzotriazol-4-yl)ethynyl]-1-[(3S,5R)-5-(methoxymethyl)-1-(prop-2-enoyl)pyrrolidin-3-yl]-5-(methylamino)pyrazole-4-carboxamide